tert-butyl-4-amino-5-iodo-7H-pyrrolo[2,3-d]pyrimidine-7-carboxylate C(C)(C)(C)OC(=O)N1C=C(C2=C1N=CN=C2N)I